C1=CC=CC=2SC3=CC=CC=C3NC12 10H-phenothiazine